7-chloro-2-((2R,4S)-2-(2,5-difluorophenyl)-4-fluoropyrrolidin-1-yl)-8-(1-(methylsulfonyl)-1H-pyrazol-4-yl)-1,5-naphthyridine ClC1=CN=C2C=CC(=NC2=C1C=1C=NN(C1)S(=O)(=O)C)N1[C@H](C[C@@H](C1)F)C1=C(C=CC(=C1)F)F